CC1(CCN(CC1)CC=1C=CC=2N(C1)C=C(N2)CN2C(C1=CN=CC(=C1C=C2)C#CC2=CC=NC=C2)=O)C 2-((6-((4,4-dimethylpiperidin-1-yl)methyl)imidazo[1,2-a]pyridin-2-yl)methyl)-5-(pyridin-4-ylethynyl)-2,7-naphthyridin-1(2H)-one